4-[2-fluoro-5-hydroxy-4-(6-{methyl[(1R,3S,5S)-1,5-dimethyl-9-azabicyclo[3.3.1]nonan-3-yl]amino}pyridazin-3-yl)phenyl]-1-methyl-1,2-dihydropyridin-2-one FC1=C(C=C(C(=C1)C=1N=NC(=CC1)N(C1C[C@]2(CCC[C@@](C1)(N2)C)C)C)O)C2=CC(N(C=C2)C)=O